Trifluoromethoxyphenylacetic acid FC(OC(C(=O)O)C1=CC=CC=C1)(F)F